FC1=C(C(=O)C(C(=O)O)C)C=CC=C1 (2-fluorobenzoyl)propionic acid